5-((3,5-dimethylphenoxy-4-d)methyl)oxazolin-2-one CC=1C=C(OCC2C=NC(O2)=O)C=C(C1[2H])C